5-((CIS)-1-((TRANS)-2-ethylcyclopropane-1-carbonyl)-2-((((CIS)-4-phenylcyclohexyl)oxy)methyl)piperidin-3-yl)-1H-pyrazol-2-ium 2,2,2-trifluoroacetate FC(C(=O)[O-])(F)F.C(C)[C@H]1[C@@H](C1)C(=O)N1[C@H]([C@H](CCC1)C1=CC=[NH+]N1)CO[C@@H]1CC[C@@H](CC1)C1=CC=CC=C1